FC1([C@@H]([C@H]1COCC1=CC=C(C=C1)OC)C(=O)[O-])F |o1:2,3| (1S*,3S*)-2,2-difluoro-3-(((4-methoxybenzyl)oxy)methyl)cyclopropane-1-carboxylate